ClC=1C(=NC(=NC1)NC1=NN(N=C1)C)C1=CC=C2CN(C(C2=C1)=O)CC(=O)N[C@H](CO)C1=NC(=CC=C1)N(C)C 2-(6-{5-Chloro-2-[(2-methyl-2H-1,2,3-triazol-4-yl)amino]pyrimidin-4-yl}-1-oxo-2,3-dihydro-1H-isoindol-2-yl)-N-[(1S)-1-[6-(dimethylamino)pyridin-2-yl]-2-hydroxyethyl]acetamid